C(=O)(O)C(O)C(O)C(=O)O.C(CCC(=O)O)(=O)O monosuccinic acid tartrate